N-(Dimethylamino)-1H-1,2,3-triazolo-[4,5-b]pyridin CN(N1N=NC2=NC=CC=C21)C